ClC=1C=CC=C2[C@H](CCOC12)NC(=O)NC1=NN(C=C1)C1=CC=C(C=C1)C1N(CC(C1)(F)F)C(=O)OC(C)(C)C tert-butyl 2-[4-[3-[[(4S)-8-chlorochroman-4-yl]carbamoylamino]pyrazol-1-yl]phenyl]-4,4-difluoro-pyrrolidine-1-carboxylate